1-(3-chloro-5-((4-(trifluoromethyl)thiazol-5-yl)methoxy)phenyl)-5-(2-oxo-1,2-dihydropyridin-3-yl)-3-(pyridin-3-yl)pyrimidine-2,4-dione ClC=1C=C(C=C(C1)OCC1=C(N=CS1)C(F)(F)F)N1C(N(C(C(=C1)C=1C(NC=CC1)=O)=O)C=1C=NC=CC1)=O